tert-butyl (2-methyl-1-oxo-1-(4-((2-oxo-1-(4-(2-oxopropoxy)phenyl)-1,2-dihydropyrimidin-4-yl)carbamoyl)piperazin-1-yl)propan-2-yl)carbamate CC(C(N1CCN(CC1)C(NC1=NC(N(C=C1)C1=CC=C(C=C1)OCC(C)=O)=O)=O)=O)(C)NC(OC(C)(C)C)=O